racemic-alpha-phenylethylamine C1(=CC=CC=C1)[C@@H](C)N |r|